6-([4-[6-cyano-5-(oxan-4-yloxy)pyridin-2-yl]pyrimidin-2-yl]amino)-4-methoxy-N,N-dimethylpyridine-3-carboxamide C(#N)C1=C(C=CC(=N1)C1=NC(=NC=C1)NC1=CC(=C(C=N1)C(=O)N(C)C)OC)OC1CCOCC1